1-(tert-butyl) 4-ethyl 4-((2-chlorothiazol-5-yl)methyl)piperidine-1,4-dicarboxylate ClC=1SC(=CN1)CC1(CCN(CC1)C(=O)OC(C)(C)C)C(=O)OCC